OC1=C(C=CC=C1)C(C1=C(C(=C(C(=C1)C1=CC=CC=C1)O)C1=CC=CC=C1)C1=CC=CC=C1)C1=C(C(=C(C(=C1)C1=CC=CC=C1)O)C1=CC=CC=C1)C1=CC=CC=C1 4,4'-[(2-hydroxyphenyl)methylene]bis[2,3,6-triphenylphenol]